6,9-dimethyl-tetradecane-7-yne-6,9-diol CC(CCCCC)(C#CC(CCCCC)(O)C)O